Formamidine lead iodine [I].[Pb].C(=N)N